ClC1=CC=C2C(=CNC2=C1C1=CC=NO1)S(=O)(=O)Cl 6-chloro-7-isoxazol-5-yl-1H-indole-3-sulfonyl chloride